6-Bromo-1H-2,1-benzothiazin-4(3H)-on-2,2-dioxid BrC=1C=CC2=C(C(CS(N2)(=O)=O)=O)C1